1-(1H-imidazol-1-yl)propan-2-ol ethyl-3-methyl-1-(5-(3-(5-(pentan-3-ylcarbamoyl)oxazol-2-yl)phenyl)-1H-pyrazole-3-carbonyl)pyrrolidine-3-carboxylate C(C)C1N(CCC1(C(=O)OC(CN1C=NC=C1)C)C)C(=O)C1=NNC(=C1)C1=CC(=CC=C1)C=1OC(=CN1)C(NC(CC)CC)=O